COF perfluoro methyl ether